FC(C=1C=CC(=NC1)N1CCN(CC1)C(=O)OC(C)(C)C)(F)F tert-butyl 4-[5-(trifluoromethyl)-2-pyridyl]piperazine-1-carboxylate